N1=CN=C2C1=CC=C1C2=CC=C2C1=NC=N2 Benz-imidazobenzimidazol